C(C1=CC=CC=C1)OC=1C=CC2=C(O[C@@H](CO2)CN2CCN(CC2)CCN2C(C=CC=C2)=O)C1 1-{2-[4-((R)-7-Benzyloxy-2,3-dihydro-benzo[1,4]dioxin-2-ylmethyl)-piperazin-1-yl]-ethyl}-1H-pyridin-2-one